4-(5-p-tolyl-3-(trifluoromethyl)-1H-pyrazol-1-yl)benzenesulfonamide C1(=CC=C(C=C1)C1=CC(=NN1C1=CC=C(C=C1)S(=O)(=O)N)C(F)(F)F)C